3-Fluoropropyl-2-ethyl-2-{[6-{[(1R,2R)-2-(hydroxymethyl)cyclopropyl]methoxy}-5-(3-methoxyazetidin-1-yl)pyridin-2-carbonyl]amino}butanoat FCCCOC(C(CC)(NC(=O)C1=NC(=C(C=C1)N1CC(C1)OC)OC[C@H]1[C@@H](C1)CO)CC)=O